NC1=NC(=C(C=2N1N=C(N2)CN2N=NN=C2C=2N=CSC2)C2=CN(C(C=C2)=O)C)C=2C=C(C#N)C=CC2 3-(5-amino-8-(1-methyl-6-oxo-1,6-dihydropyridin-3-yl)-2-((5-(thiazol-4-yl)-1H-tetrazol-1-yl)methyl)-[1,2,4]triazolo[1,5-c]pyrimidin-7-yl)benzonitrile